ClC=1C=C2C(=NN1)NC[C@@]1(N2C[C@@H](C1)N(C1CCN(CC1)C(=O)OC(C)(C)C)CC1OCCC1)CC tert-butyl 4-(((6aR,8R)-2-chloro-6a-ethyl-5,6,6a,7,8,9-hexahydropyrrolo[1',2':4,5]pyrazino[2,3-c]pyridazin-8-yl)((tetrahydrofuran-2-yl)methyl)amino)piperidine-1-carboxylate